(5-methyl-2-((1-(tetrahydro-2H-pyran-4-yl)-1H-pyrazol-4-yl)amino)pyrimidin-4-yl)phenol CC=1C(=NC(=NC1)NC=1C=NN(C1)C1CCOCC1)C1=C(C=CC=C1)O